(TMS)diethylammonium [Si](C)(C)(C)[NH+](CC)CC